[O-2].[Fe+2].[Fe+2].[O-2] Di-iron oxide